C(C)(C)(C)OC(=O)N1C(C2=CC=C(C(=C2CC1)F)OC)OCC1=CC=CC=C1 (benzyloxy)-5-fluoro-6-methoxy-3,4-dihydroisoquinoline-2(1H)-carboxylic acid tert-butyl ester